[N].C(C)(C)(C)OC[C@H](N)C(=O)O O-tert-butyl-L-Serine nitrogen